(3-methylbutoxy)acetic acid, 2-propenoyl ester CC(CCOCC(=O)OC(C=C)=O)C